FC=1C(=CC=C2C(=NC(=NC12)OCC12CCCN2CCC1)N1C[C@H]2CC[C@@H](C1)N2CCNC(C)=O)C2=CC(=CC1=CC=CC=C21)O N-(2-((1R,5S)-3-(8-fluoro-7-(3-hydroxynaphthalen-1-yl)-2-((tetrahydro-1H-pyrrolizin-7a(5H)-yl)methoxy)quinazolin-4-yl)-3,8-diazabicyclo[3.2.1]octan-8-yl)ethyl)acetamide